6-(piperidin-1-yl)nicotinamide N1(CCCCC1)C1=NC=C(C(=O)N)C=C1